BrC1=CC2=C(NC(OC2)=O)C(=C1)F 6-Bromo-8-fluoro-1,4-dihydro-2H-benzo[d][1,3]oxazin-2-one